CCCCNC(=O)N1C2=CC=CC=C2N=C1NC(=O)OC The molecule is a member of the class of benzimidazoles that is the methyl ester of [1-(butylcarbamoyl)-1H-benzimidazol-2-yl]carbamic acid. A foliar fungicide used to control a wide range of Ascomycetes and Fungi Imperfecti in a wide range of crops. It has a role as an anthelminthic drug, a tubulin modulator, a microtubule-destabilising agent, an acaricide and an antifungal agrochemical. It is a member of benzimidazoles, a carbamate ester, an aromatic amide, a benzimidazole fungicide and a benzimidazolylcarbamate fungicide.